ClC1=C(C=CC(=C1)C(F)(F)F)NC(C(C)(C)N1C=NC2=C1C=CC(=C2)C#CC2CN(C2)C=2C=C1C(N(C(C1=CC2)=O)C2C(NC(CC2)=O)=O)=O)=O N-(2-chloro-4-(trifluoromethyl)phenyl)-2-(5-((1-(2-(2,6-dioxopiperidin-3-yl)-1,3-dioxoisoindolin-5-yl)azetidin-3-yl)ethynyl)-1H-benzo[d]imidazol-1-yl)-2-methylpropanamide